O=C1C=2C=C(C=NC2CCN1)NS(=O)(=O)C1=CC=CC=2CCOC21 N-(5-oxo-5,6,7,8-tetrahydro-1,6-naphthyridin-3-yl)-2,3-dihydrobenzofuran-7-sulfonamide